2-(p-isopropoxystyryl)-4,6-bis(trichloromethyl)-s-triazine C(C)(C)OC1=CC=C(C=CC2=NC(=NC(=N2)C(Cl)(Cl)Cl)C(Cl)(Cl)Cl)C=C1